3-nitro-2-fluorobenzamide [N+](=O)([O-])C=1C(=C(C(=O)N)C=CC1)F